SCC(C[Si](C)(C)OCC)C 3-Mercapto-2-methylpropyl(ethoxydimethylsilane)